C(C)C(C(C=C(C)C)C)CC 5-ethyl-2,4-dimethyl-2-heptene